C1(CC1)C1=NN(C=C1C1CC(CCC1)O)[C@@H]1C[C@H](C1)CNC=1C=C2C(N(C(C2=CC1)=O)C1C(NC(CC1)=O)=O)=O 5-(((Trans-3-(3-cyclopropyl-4-(3-hydroxycyclohexyl)-1H-pyrazol-1-yl)cyclobutyl)methyl)amino)-2-(2,6-dioxopiperidin-3-yl)isoindoline-1,3-dione